N=1C=CN2C1C=CC(=C2)C2CC=NN2C(=O)C21CC(C2)(C1)CN1N=CC2=CC(=CC=C12)C#N 1-((3-(5-(imidazo[1,2-a]-pyridin-6-yl)-4,5-dihydro-1H-pyrazole-1-carbonyl)bicyclo-[1.1.1]pentan-1-yl)methyl)-1H-indazole-5-carbonitrile